5-phenethyl-2-(4-vinylbenzyl)-2H-tetrazole C(CC1=CC=CC=C1)C=1N=NN(N1)CC1=CC=C(C=C1)C=C